C1(=CC=CC=C1)[Si](N1[Si](N[Si]1(C)C)(C)C)(O)C1=CC=CC=C1 N'-(diphenylhydroxysilyl)tetramethyl-cyclodisilazane